N-[(4-cyclopropyl-3-fluorophenyl)(phenyl)methyl]-4-fluoro-1-[2-(5-methyl-2H-1,2,3,4-tetrazol-2-yl)acetyl]pyrrolidine-2-carboxamide C1(CC1)C1=C(C=C(C=C1)C(NC(=O)C1N(CC(C1)F)C(CN1N=C(N=N1)C)=O)C1=CC=CC=C1)F